2-n-butyl-lanthionine CC(CC)N[C@@H](CSC[C@H](N)C(=O)O)C(=O)O